C(C(C)C)C1CC(N(O1)[C@@H](CC(C)C)B1O[C@@]2([C@H](O1)C[C@H]1C([C@@H]2C1)(C)C)C)CNC(=O)C1=NC=CC2=CC=CC=C12 5-isobutyl-3-((isoquinoline-1-carboxamido)methyl)-N-((R)-3-methyl-1-((3aS,4S,6S,7aR)-3a,5,5-trimethylhexahydro-4,6-methanobenzo[d][1,3,2]dioxaborol-2-yl)butyl)-4,5-dihydroisoxazole